1,3-dihydro-1-oxo-5-isobenzofurannitrile O=C1OCC2=CC(=CC=C12)C#N